1-(4-(4-(1-((4-fluoro-3-methylphenyl)amino)ethyl)-1H-1,2,3-triazol-1-yl)benzamido)cyclopropane-1-carboxylic acid FC1=C(C=C(C=C1)NC(C)C=1N=NN(C1)C1=CC=C(C(=O)NC2(CC2)C(=O)O)C=C1)C